C(CCC\C=C/CCCCCCCCCC)O (Z)-5-hexadecen-1-ol